FC1=NC=CC=C1C1=NOC=C1CO [3-(2-fluoro-3-pyridyl)isoxazol-4-yl]methanol